ClC1=NC(=CC(=N1)C(=O)NC=1C=NC=CC1)C 2-chloro-6-methyl-N-(pyridin-3-yl)pyrimidine-4-carboxamide